5-[(5-fluoro-3-pyridyl)amino]-N-pentyl-1H-pyrazolo[3,4-c]pyridine-7-carboxamide FC=1C=C(C=NC1)NC=1C=C2C(=C(N1)C(=O)NCCCCC)NN=C2